tetrafluoropentylsulfonium FC(CCCC(F)(F)F)[SH2+]